(1S,2S)-N-(7-fluoro-6-(1-((3R,4R)-4-hydroxy-3-methyltetrahydrofuran-3-yl)piperidin-4-yl)isoquinolin-3-yl)-2-(pyridin-2-yl)cyclopropane-1-carboxamide FC1=C(C=C2C=C(N=CC2=C1)NC(=O)[C@@H]1[C@H](C1)C1=NC=CC=C1)C1CCN(CC1)[C@@]1(COC[C@@H]1O)C